(4-{5-[4-(8-fluoro-2-oxo-1,2-dihydro-3-quinolylamino)-2-pyrimidinylamino]-3-methoxy-2-pyridyl}-1-piperazinyl)acetonitrile FC=1C=CC=C2C=C(C(NC12)=O)NC1=NC(=NC=C1)NC=1C=C(C(=NC1)N1CCN(CC1)CC#N)OC